ClC=1C=C(OC2=CC=NC3=CC(=C(C=C23)OC)OC)C=CC1[N+](=O)[O-] 4-(3-chloro-4-nitro-phenoxy)-6,7-dimethoxy-quinoline